tert-butyl 3-(2-(3,4-dichloro-5-methyl-1H-pyrrole-2-carboxamido)-5-(methoxycarbonyl)phenoxy)pyrrolidine-1-carboxylate ClC1=C(NC(=C1Cl)C)C(=O)NC1=C(OC2CN(CC2)C(=O)OC(C)(C)C)C=C(C=C1)C(=O)OC